CC1CC(C(CC1)C(=O)OCC)=O (+-)-ethyl 4-methyl-2-oxocyclohexanecarboxylate